C(C)C(C(=O)OOC(=O)SCC)(C)C 1-{[(ethylsulfanyl) carbonyl] oxy} ethylisobutyrate